2-methoxy-4-(4-(4-methylpiperazin-1-yl)piperidin-1-yl)-N4-(1-(methylsulfonyl)indolin-7-yl)pyrimidine-2,4-diamine COC1(NC=CC(N1)(NC=1C=CC=C2CCN(C12)S(=O)(=O)C)N1CCC(CC1)N1CCN(CC1)C)N